O=C1N(C2=CC=CC=C2C1NC(C)=O)C1CCN(CC1)C1CCC(CC1)=C(C)C N-(2-oxo-1-(1-(4-(propan-2-ylidene)cyclohexyl)piperidin-4-yl)indolin-3-yl)acetamide